1,3,5-triisopropylbromobenzene C(C)(C)C1=C(C(=CC(=C1)C(C)C)C(C)C)Br